2-fluoro-6-methyl-4-[[3-[1-prop-2-enyl-3-(trifluoromethyl)pyrazol-4-yl]imidazo[1,2-a]pyrazin-8-yl]amino]-N-prop-2-ynylbenzamide FC1=C(C(=O)NCC#C)C(=CC(=C1)NC=1C=2N(C=CN1)C(=CN2)C=2C(=NN(C2)CC=C)C(F)(F)F)C